7-(3-oxo-2,8-diazaspiro[4.5]dec-8-yl)-3-oxa-9-azabicyclo[3.3.1]nonane-9-carboxylic acid methyl ester COC(=O)N1C2COCC1CC(C2)N2CCC1(CC(NC1)=O)CC2